N-(5-((4-(2,6-dioxopiperidin-3-yl)phenyl)amino)-5-oxopentyl)-9-(3-(2-morpholinothiazol-4-yl)phenoxy)nonanamide O=C1NC(CCC1C1=CC=C(C=C1)NC(CCCCNC(CCCCCCCCOC1=CC(=CC=C1)C=1N=C(SC1)N1CCOCC1)=O)=O)=O